FC1=C(C=CC(=C1)N1CCNCC(C1)O)NC(=O)C=1C(=CC=2N(C1)C=C(N2)C)OC N-(2-fluoro-4-(6-hydroxy-1,4-diazepan-1-yl)phenyl)-7-methoxy-2-methylimidazo[1,2-a]pyridine-6-carboxamide